(cis)-4-(6-bromopyrazin-2-yl)-2,6-dimethylmorpholine BrC1=CN=CC(=N1)N1C[C@H](O[C@H](C1)C)C